tert-butyl ((2R,3R)-1-(2-(6-chloro-1-cyclopropyl-1H-pyrrolo[2,3-b]pyridin-2-yl)-7-methoxy-1-methyl-1H-benzo[d]imidazole-5-carbonyl)-2-methylpiperidin-3-yl)carbamate ClC1=CC=C2C(=N1)N(C(=C2)C2=NC1=C(N2C)C(=CC(=C1)C(=O)N1[C@@H]([C@@H](CCC1)NC(OC(C)(C)C)=O)C)OC)C1CC1